peroxodicarbonic acid C(=O)(O)OOC(=O)O